ClC1=C(C=CC=2C(=C3N(C12)CC(C3)NS(=O)(=O)C)C=3C=NNC3)Cl N-(5,6-Dichloro-9-(1H-pyrazol-4-yl)-2,3-dihydro-1H-pyrrolo[1,2-a]indol-2-yl)methanesulfonamide